trans-4-(((trans-4-(3-Cyano-4-methoxy-phenyl)cyclohexyl)-methyl)(4-(1-iso-propyl-1H-pyrazol-4-yl)pyridin-2-yl)carbamoyl)cyclohexyl 3-(hydroxymethyl)-azetidine-1-carboxylate OCC1CN(C1)C(=O)O[C@@H]1CC[C@H](CC1)C(N(C1=NC=CC(=C1)C=1C=NN(C1)C(C)C)C[C@@H]1CC[C@H](CC1)C1=CC(=C(C=C1)OC)C#N)=O